OC(=O)C(F)(F)F.N1CC(C1)COC1=C2C(=NC(=C1)C1=CC=C(C=C1)O)NN=C2 4-(4-(azetidin-3-ylmethoxy)-1H-pyrazolo[3,4-b]pyridin-6-yl)phenol TFA salt